perfluorophenyl 4-amino-7-(bicyclo[2.1.1]hexan-1-yl)-2-oxo-1,2-dihydroquinoline-3-carboxylate NC1=C(C(NC2=CC(=CC=C12)C12CCC(C1)C2)=O)C(=O)OC2=C(C(=C(C(=C2F)F)F)F)F